peroxy-n-heptanoic acid C(CCCCCC)(=O)OO